2-chloro-3-nitro-N-(2-(pyrrolidin-1-ylmethyl)benzyl)quinolin-4-amine ClC1=NC2=CC=CC=C2C(=C1[N+](=O)[O-])NCC1=C(C=CC=C1)CN1CCCC1